[(E)-[2-(trifluoromethyl)phenyl]methyleneamino] 2,6-bis[(4,6-dimethoxypyrimidin-2-yl)oxy]benzoate COC1=NC(=NC(=C1)OC)OC1=C(C(=O)O/N=C/C2=C(C=CC=C2)C(F)(F)F)C(=CC=C1)OC1=NC(=CC(=N1)OC)OC